3-((4-((5-Cyclopropyl-3-(3,5-dichloropyridin-4-yl)isoxazol-4-yl)methoxy)bicyclo[2.2.2]octan-1-yl)ethynyl)-6-(trifluoromethyl)imidazo[1,2-a]pyridin C1(CC1)C1=C(C(=NO1)C1=C(C=NC=C1Cl)Cl)COC12CCC(CC1)(CC2)C#CC2=CN=C1N2C=C(C=C1)C(F)(F)F